Cl.N[C@@H]1C[C@H](C1)O trans-3-aminocyclobutanol, hydrochloride